S(=O)(=O)([O-])N Amidosulfate